(2,2-dinitropropyl)-3,5-dinitrobenzoate [N+](=O)([O-])C(COC(C1=CC(=CC(=C1)[N+](=O)[O-])[N+](=O)[O-])=O)(C)[N+](=O)[O-]